4-deoxy-α-D-galactose O[C@@H]1[C@H](O)[C@@H](O)C[C@H](O1)CO